The molecule is a mannose phosphate in which in which the phosphate group of alpha-D-mannose 1-phosphate is esterified by the alcoholic hydroxy group of L-serine. It is an O-phosphoamino acid, a mannose phosphate and a L-serine derivative. C([C@@H]1[C@H]([C@@H]([C@@H]([C@H](O1)OP(=O)(O)OC[C@@H](C(=O)O)N)O)O)O)O